N-(8-iodo-2-(((1R,4R)-4-methoxycyclohexyl)amino)pyrido[4,3-d]pyrimidine-5-yl)benzamide IC1=CN=C(C2=C1N=C(N=C2)NC2CCC(CC2)OC)NC(C2=CC=CC=C2)=O